1,2-diiodo-4,5-xylene IC1=C(C=C(C(=C1)C)C)I